CN1CC2(N(C3=CC=CC=C3C2)C(=O)OCC2=CC=CC=C2)C1 benzyl 1-methylspiro[azetidine-3,2'-indoline]-1'-carboxylate